(2R,3S,4aR,7aR)-2-(4-(cyclopentylamino)phenyl)-1-(2-fluoro-6-methylbenzoyl)-N-(1-(oxetan-3-yl)-1H-indazol-5-yl)octahydro-1H-cyclopenta[b]pyridine-3-carboxamide C1(CCCC1)NC1=CC=C(C=C1)[C@H]1[C@H](C[C@@H]2[C@H](N1C(C1=C(C=CC=C1C)F)=O)CCC2)C(=O)NC=2C=C1C=NN(C1=CC2)C2COC2